2-[[2-(methacryloyloxy)ethyl]-dimethylammonio]acetate C(C(=C)C)(=O)OCC[N+](CC(=O)[O-])(C)C